C(CCC)C(COC(CCCCCCCCC(CCCCCCCCC)OC(=O)C1CCN(CC1)C)=O)CCCCCC 1-((2-butyloctyl) oxy)-1-oxo-nonadec-10-yl-1-methylpiperidin-4-carboxylate